FC1=CC=C2C[C@@H](C2=C1)NC(=NO)C1=NON=C1OCCCS(N)(=O)=O N-[(7S)-4-Fluorobicyclo[4.2.0]octa-1,3,5-trien-7-yl]-N'-hydroxy-4-(3-sulfamoylpropoxy)-1,2,5-oxadiazol-3-carboximidamid